C(C)OC(=O)CCOC(C1C(C=CC(=C1)C)(OCC)C)=O 2-ethoxycarbonyl-ethyl-2,5-dimethyl-2-ethoxybenzoate